5-tert-butyl-4-ethyl-1,3-thiazol-2-amine C(C)(C)(C)C1=C(N=C(S1)N)CC